1-(2-isopropylphenyl)-3-methyl-2-(naphthalen-1-yl)-4,5-dihydro-2H-benzo[e]isoindole C(C)(C)C1=C(C=CC=C1)C=1N(C(=C2CCC3=C(C12)C=CC=C3)C)C3=CC=CC1=CC=CC=C31